FC(C1=NC(=NO1)C1=CC=C(C=C1)CN1OCCC1=O)(F)F [[4-[5-(trifluoromethyl)-1,2,4-oxadiazol-3-yl]phenyl]methyl]isoxazolidin-3-one